ClC1=C(C=CC(=C1)C(F)(F)F)NC(CN1C=2N(C(C(=C1CC)N1[C@@H](CNCC1)C)=O)N=C(N2)C=2CCOCC2)=O (R)-N-(2-chloro-4-(trifluoromethyl)phenyl)-2-(2-(3,6-dihydro-2H-pyran-4-yl)-5-ethyl-6-(2-methylpiperazin-1-yl)-7-oxo-[1,2,4]triazolo[1,5-a]pyrimidin-4(7H)-yl)acetamide